(R)-3-(2,2,2-Trifluoro-1-phenylethyl)-5,6,7,8-tetrahydropyrido[4',3':4,5]thieno[2,3-d]pyrimidin-4(3H)-one FC([C@@H](C1=CC=CC=C1)N1C=NC2=C(C1=O)C1=C(S2)CNCC1)(F)F